5,7-dihydro-4H-benzothiophene-3-carboxylate S1C=C(C2=C1CCCC2)C(=O)[O-]